[Sn].[Ni].CN(N\1C(C2=CC=C(C=C2/C1=C/C=1C=NC=CC1)C(F)(F)F)=O)C1=NC=CC=C1 (Z)-2-(methyl-[2-pyridinyl]amino)-3-(3-pyridylmethylene)-5-trifluoromethyl-isoindolin-1-one nickel-tin